ClC1=CC=C(C=C1)CC(C)=O 4-chlorophenyl-acetone